5-(azetidin-1-ylmethyl)pyridin N1(CCC1)CC=1C=CC=NC1